N-(2-amino-4-pyrimidin-2-yl-phenyl)carbamic acid tert-butyl ester C(C)(C)(C)OC(NC1=C(C=C(C=C1)C1=NC=CC=N1)N)=O